2,4,7-trichloro-5-fluoroquinazoline ClC1=NC2=CC(=CC(=C2C(=N1)Cl)F)Cl